S1C(=NC2=C1C=CC=C2)C([C@H](C[C@H]2C(NCC2)=O)NC([C@H](CC2CC2)NC(=O)C2=NC=CC=C2)=O)=O N-[(1S)-2-[((1S)-2-(1,3-benzothiazol-2-yl)-2-oxo-1-{[(3S)-2-oxopyrrolidin-3-yl]methyl}ethyl)amino]-1-(cyclopropylmethyl)-2-oxoethyl]pyridine-2-carboxamide